ethyl-2-methylpyridinium bromide [Br-].C(C)[N+]1=C(C=CC=C1)C